O1C=2C(C(C1)=O)=COC2 3H-furo[3,4-b]furan-3-one